BrC1=CC=C(C(=O)C2=C3N(C=4C=C(C(=CC24)C(=O)OC)[N+](=O)[O-])CCCN3)C=C1 10-(4-bromobenzoyl)-8-methoxycarbonyl-7-nitro-1,2,3,4-tetrahydropyrimidino[1,2-a]indole